C1CCC12O[C@@H](COC2)COC=2C(=CC(=NC2)NC(C)=O)NC2=NC(=NC(=C2)C)C(C)(F)F (S)-N-(5-((5,8-dioxaspiro[3.5]nonan-6-yl)methoxy)-4-((2-(1,1-difluoroethyl)-6-methylpyrimidin-4-yl)amino)pyridin-2-yl)acetamide